4-acetamidophenyl trifluoromethanesulfonate FC(S(=O)(=O)OC1=CC=C(C=C1)NC(C)=O)(F)F